C(CCCCCCC)OC(=O)C1=CC=C(O)C=C1 Octylparaben